azoperylene N(=NC1=CC=C2C=CC=C3C4=CC=CC5=CC=CC(C1=C23)=C45)C4=CC=C5C=CC=C2C3=CC=CC1=CC=CC(C4=C52)=C31